[Br-].[Na+] Sodium bromide